3-bromo-6-(2-methoxy-4-(1-(tetrahydro-2H-pyran-2-yl)-1H-pyrazol-4-yl)phenyl)pyridazine BrC=1N=NC(=CC1)C1=C(C=C(C=C1)C=1C=NN(C1)C1OCCCC1)OC